[Na].C(C)(C)C1=C(C=CC=C1)C=1N=NC(=CN1)CNC(CC1=CC=C(C=C1)C=1N(C=C(N1)C(F)(F)F)C)=O N-((3-(2-isopropylphenyl)-1,2,4-triazin-6-yl)methyl)-2-(4-(1-methyl-4-(trifluoromethyl)-1H-imidazol-2-yl)phenyl)acetamide sodium